(R)-1-(2-chloropyridin-3-yl)ethyl (4-(5-(but-2-ynamido)pyridin-2-yl)-1-methyl-1H-1,2,3-triazol-5-yl)carbamate C(C#CC)(=O)NC=1C=CC(=NC1)C=1N=NN(C1NC(O[C@H](C)C=1C(=NC=CC1)Cl)=O)C